C(#C)C1=CC2=C(N(C(=N2)C(F)(F)F)C)C=C1 5-ethynyl-1-methyl-2-(trifluoromethyl)-1,3-benzodiazole